3-chloro-2-(4-chlorophenyl)-1-methyl-6,7,8,9-tetrahydropyrido[1,2-a]pyrrolo[2,3-d]pyrimidin-4(1H)-one ClC1=C(N(C=2N=C3N(C(C21)=O)CCCC3)C)C3=CC=C(C=C3)Cl